methyl (S)-3-((1-(3,5-difluorophenyl)ethyl)-carbamoyl)bicyclo[1.1.1]-pentane-1-carboxylate FC=1C=C(C=C(C1)F)[C@H](C)NC(=O)C12CC(C1)(C2)C(=O)OC